perfluorobutyl-triphenyl-sulfonium FC=1C(=C(C(=C(C1F)F)F)[S+](C1=C(C(=C(C(=C1F)F)F)F)F)C1=C(C(=C(C(=C1F)F)F)F)F)C(C(C(C(F)(F)F)(F)F)(F)F)(F)F